C(CC)C1=NN=C(S1)OC1=CC=C(C=C1)C1CCN(CC1)C(=O)OC(C)(C)C tert-butyl 4-(4-((5-propyl-1,3,4-thiadiazol-2-yl)oxy)phenyl)piperidine-1-carboxylate